F[P-](F)(F)(F)(F)F.[Li+].OC1=C(CNC(C2=CC=CC=C2)=O)C(=CC(=C1O)O)C N-(2,3,4-trihydroxy-6-methylbenzyl)benzamide lithium hexafluorophosphate